C1(CC1)N1N=CC(=C1)C=1C=C(C=CC1)N(C(=O)[C@@H]1CC[C@H](CC1)C(=O)OC)C[C@@H]1CC[C@H](CC1)C1=NC(=C(C=C1)OC)C trans-Methyl 4-((3-(1-cyclopropyl-1H-pyrazol-4-yl)phenyl)((trans-4-(5-methoxy-6-methylpyridin-2-yl)cyclohexyl)methyl)carbamoyl)-cyclohexanecarboxylate